3-(3-(4-(((Tert-butyldimethylsilyl)oxy)methyl)phenyl)-5-(6-methoxypyridin-3-yl)-3H-imidazo[4,5-b]pyridin-2-yl)pyridin-2-amine [Si](C)(C)(C(C)(C)C)OCC1=CC=C(C=C1)N1C(=NC=2C1=NC(=CC2)C=2C=NC(=CC2)OC)C=2C(=NC=CC2)N